(1S,5R)-N-[1,1-Dimethyl-2-[(3-methyl-2-pyridyl)oxy]ethyl]-3-azabicyclo[3.1.0]hexane-6-carboxamide CC(COC1=NC=CC=C1C)(C)NC(=O)C1[C@@H]2CNC[C@H]12